CC=1N=C2N(CCN(C2)C(=O)C=2C=C3C(=NC2)NC=C3C=3C=C2N=CC=NC2=CC3)C1 (2-methyl-5,6-dihydroimidazo[1,2-a]pyrazin-7(8H)-yl)(3-(quinoxalin-6-yl)-1H-pyrrolo[2,3-b]pyridin-5-yl)methanone